ClC1=C2C=NC=NC2=C(C=C1)C1=CC=CC=C1 5-chloro-8-phenylquinazoline